1-(3-(4-amino-3-(4-phenoxyphenyl)-1H-pyrazolo[3,4-d]pyrimidin-1-yl)piperidin-1-yl)prop-2-en-1-one NC1=C2C(=NC=N1)N(N=C2C2=CC=C(C=C2)OC2=CC=CC=C2)C2CN(CCC2)C(C=C)=O